((2S)-1,1-dicyclohexyl-3-((2-((R)-4-isopropyl-2-oxoimidazolidin-1-yl)-2-(o-tolylcarbamoyl)-2,3-dihydro-1H-inden-5-yl)amino)-3-oxopropan-2-yl)-4-methyl-1,2,5-oxadiazole-3-carboxamide C1(CCCCC1)C([C@@H](C(=O)NC=1C=C2CC(CC2=CC1)(C(NC1=C(C=CC=C1)C)=O)N1C(N[C@@H](C1)C(C)C)=O)NC(=O)C1=NON=C1C)C1CCCCC1